BrC1=C(COCC(CCl)=O)C=CC=C1 1-((2-bromobenzyl)oxy)-3-chloropropan-2-one